N=1C2=C(C=CCC1)C=CC(=C2)C(=O)O 3H-benzo[b]azepine-8-carboxylic acid